Sodium (E)-1-(2-trimethylsilylethoxy-methyl)-1,2,4-triazole-3-sulfinate C[Si](CCOCN1N=C(N=C1)S(=O)[O-])(C)C.[Na+]